ClC1=NC=C(C(=O)NOCC)C(=C1)NC1=C(C=C(C(=C1)F)C)NS(=O)(=O)CC 6-chloro-N-ethoxy-4-((4-methyl-5-fluoro-2-(N-methylmethanesulfonylamino)phenyl)amino)nicotinamide